(R)-4-(1-(5-fluoropyridin-2-yl)ethoxy)-6-(6-(4-hydroxypiperidin-1-yl)-pyridin-3-yl)pyrazolo[1,5-a]pyridine-3-carbonitrile FC=1C=CC(=NC1)[C@@H](C)OC=1C=2N(C=C(C1)C=1C=NC(=CC1)N1CCC(CC1)O)N=CC2C#N